DopamineAcrylamide N(CCC1=CC(O)=C(O)C=C1)C=CC(=O)N